[N].N ammonia nitrogen salt